bis[3-aminophenoxy]fluorene NC=1C=C(OC2=C(C=3CC4=CC=CC=C4C3C=C2)OC2=CC(=CC=C2)N)C=CC1